2-amino-N-(2-(2,6-dimethylmorpholino)phenyl)-3-phenylpropanamide NC(C(=O)NC1=C(C=CC=C1)N1CC(OC(C1)C)C)CC1=CC=CC=C1